[N-](S(=O)(=O)C(F)(F)F)S(=O)(=O)C(F)(F)F.C(CCC)N1C=[N+](C=C1)C 1-butyl-3-methylimidazolium-bis(trifluoromethylsulfonyl)imide